tert-butyl 6-(1H-benzimidazol-5-yl)-3-methyl-3,4-dihydro-2H-pyridine-1-carboxylate N1C=NC2=C1C=CC(=C2)C2=CCC(CN2C(=O)OC(C)(C)C)C